CCCCCCCCCCCCCCCC(=O)O[C@H](COC(=O)CCC/C=C\C/C=C\C/C=C\C/C=C\C/C=C\CC)COP(=O)(O)OC[C@H](CO)O 1-(5Z,8Z,11Z,14Z,17Z-eicosapentaenoyl)-2-hexadecanoyl-glycero-3-phospho-(1'-sn-glycerol)